1,3,5-trimethyl-2,4,6-tris(3,5-di-t-butyl-4-hydroxybenzyl)Benzene CC1=C(C(=C(C(=C1CC1=CC(=C(C(=C1)C(C)(C)C)O)C(C)(C)C)C)CC1=CC(=C(C(=C1)C(C)(C)C)O)C(C)(C)C)C)CC1=CC(=C(C(=C1)C(C)(C)C)O)C(C)(C)C